1-(2-Aminoethyl)-6-chloro-N-(5-chloropyrimidin-2-yl)-9H-carbazol-3-amine NCCC1=CC(=CC=2C3=CC(=CC=C3NC12)Cl)NC1=NC=C(C=N1)Cl